C12(C(CCCC1)O2)C2=CC=C(C=C2C(=O)[O-])C(=O)[O-] epoxycyclohexane-isophthalate